N-(m-vinylphenyl)maleimide C(=C)C=1C=C(C=CC1)N1C(C=CC1=O)=O